C(C)OC(C(CNC=1C(=NC=C(C1)Br)[N+](=O)[O-])(C)CO)=O 3-((5-bromo-2-nitropyridin-3-yl)amino)-2-(hydroxymethyl)-2-methylpropionic acid ethyl ester